[Na].C(CCCCCCCCCCCCCCCCC)(=O)CC(C(=O)O)(O)C(C(O)C)=O stearoyl-lactyl-lactic acid sodium